ClC1=C(C(=CC=C1Cl)O)C1C[C@@H]2N(C(CNC2)=O)C1 (8aS)-7-(2,3-dichloro-6-hydroxyphenyl)-hexahydro-1H-pyrrolo[1,2-a]pyrazin-4-one